C(C)N1C(=NC=2C1=NC(=CC2)C=2C=CN1N=C(N=CC12)C1(CC(C1)NC)N)C 1-(5-(3-ethyl-2-methyl-3H-imidazo[4,5-b]pyridin-5-yl)pyrrolo[2,1-f][1,2,4]triazin-2-yl)-N3-methylcyclobutane-1,3-diamine